C(C)(C)(C)OC(=O)N1C[C@@](CC1)(C)CO (S)-3-(hydroxymethyl)-3-methylpyrrolidine-1-carboxylic acid tert-butyl ester